4-((7-((adamantan-1-yl)amino)heptyl)thio)-2-(2,6-dioxopiperidin-3-yl)-6-fluoroisoindoline C12(CC3CC(CC(C1)C3)C2)NCCCCCCCSC2=C3CN(CC3=CC(=C2)F)C2C(NC(CC2)=O)=O